(1-(3-(4-Cyanophenyl)-2-(4-fluorophenyl)quinoxalin-6-yl)piperazin-3-yl)carbamic acid tert-butyl ester C(C)(C)(C)OC(NC1CN(CCN1)C=1C=C2N=C(C(=NC2=CC1)C1=CC=C(C=C1)F)C1=CC=C(C=C1)C#N)=O